C(#N)C1=CC(=C(C(=N1)C(C)C)NC(=O)NS(=O)(=N)C1=C(N=C(S1)C(C)(C)O)CO)C(C)C N-((6-cyano-2,4-diisopropylpyridin-3-yl)carbamoyl)-4-(hydroxymethyl)-2-(2-hydroxypropan-2-yl)thiazole-5-sulfonimidamide